C(CCCCCCCCC)N1C(C(CCCC1)N1C(CCC1)=O)=O 1-decyl-3-(2-oxopyrrolidin-1-yl)azepan-2-one